NC1=NC=C(C(=N1)OC)CCC#N 3-(2-amino-4-methoxy-pyrimidin-5-yl)propionitrile